7-amino-3-(1-(but-2-ynoyl)pyrrolidin-3-yl)-1-(4-(2,6-difluorophenoxy)phenyl)-1,5-dihydro-4H-pyrrolo[2,3-d]pyridazin-4-one NC1=NNC(C2=C1N(C=C2C2CN(CC2)C(C#CC)=O)C2=CC=C(C=C2)OC2=C(C=CC=C2F)F)=O